Ethyl 2-(3-bromophenyl)-2,2-difluoroacetate BrC=1C=C(C=CC1)C(C(=O)OCC)(F)F